FC1=C(C(=CC=C1)F)N1N=C(C=CC1=O)C(=O)NC1=C(C2=C(N(C(=N2)C)C)C=C1)N1CCNCC1 1-(2,6-difluorophenyl)-N-(1,2-dimethyl-4-(piperazin-1-yl)-1H-benzo[d]imidazol-5-yl)-6-oxo-1,6-dihydropyridazine-3-carboxamide